carbazolocarbazole C1=CC=CC=2N=C3C=4C(=CC=C3C12)C1=NC2=CC=CC=C2C1=CC4